ClC=1C=C2C(C(=CN(C2=CC1F)C=1C=NC(=CC1)N1CC(C1)N(C)C)C(=O)OCC)=O ethyl 6-chloro-1-[6-[3-(dimethylamino)azetidin-1-yl]pyridin-3-yl]-7-fluoro-4-oxoquinoline-3-carboxylate